FC1=C(COC=2C=C3N(C(N2)=O)CC2N3COC2)C=CC=C1F 6-((2,3-difluorobenzyl)oxy)-10,10a-dihydro-1H-oxazolo[3',4':3,4]imidazo[1,2-c]pyrimidin-8(3H)-one